O=S1(C2=C(C=C1)C=CC1=CC=CC=C12)=O 1,1-dioxonaphtho[1,2-b]thiophene